C[C@@H]1CN(C[C@@H](O1)C)C(=O)C=1C2=C(N(N1)CC(=O)N1CCC(CC1)C1=CC(=CC=C1)C1(CC1)C)CCC2 2-{3-[(2R,6S)-2,6-Dimethylmorpholin-4-carbonyl]-5,6-dihydrocyclopenta[c]pyrazol-1(4H)-yl}-1-{4-[3-(1-methylcyclopropyl)phenyl]piperidin-1-yl}ethan-1-on